2,4,6-tricyclohexyl-N-(p-toluenesulfonyl)-benzenesulfonamide C1(CCCCC1)C1=C(C(=CC(=C1)C1CCCCC1)C1CCCCC1)S(=O)(=O)NS(=O)(=O)C1=CC=C(C)C=C1